Methyl [(2S,3S)-2-(N-{2-[(tert-butoxy)carbonylamino]-3-chlorophenyl}-N-methylcarbamoyl)-5-oxopyrrolidin-3-yl]methanesulfonate C(C)(C)(C)OC(=O)NC1=C(C=CC=C1Cl)N(C(=O)[C@H]1NC(C[C@@H]1CS(=O)(=O)OC)=O)C